tert-butyl ((3S,4S)-8-(5-((2-(4-acetamidophenyl)-8-chloroimidazo[1,2-a]pyridin-7-yl)thio)-3-(hydroxymethyl)-6-methylpyrazin-2-yl)-3-methyl-2-oxa-8-azaspiro[4.5]decan-4-yl)carbamate C(C)(=O)NC1=CC=C(C=C1)C=1N=C2N(C=CC(=C2Cl)SC=2N=C(C(=NC2C)N2CCC3([C@@H]([C@@H](OC3)C)NC(OC(C)(C)C)=O)CC2)CO)C1